CC1=C(C=C(C=C1)C1=C(NC2=NC=C(C=C21)OC(F)(F)F)C2=CC=C(C=C2)N2CCN(CC2)C)NC(C=C)=O N-(2-methyl-5-(2-(4-(4-methylpiperazin-1-yl)phenyl)-5-(trifluoromethoxy)-1H-pyrrolo[2,3-b]pyridin-3-yl)phenyl)acrylamide